N1(CCC1)C1=NC=CC=C1COC=1C=CC2=C(C(=C(O2)C)C(=O)O)C1 5-((2-(azetidin-1-yl)pyridin-3-yl)methoxy)-2-methylbenzofuran-3-carboxylic acid